pristanate C(C(C)CCCC(C)CCCC(C)CCCC(C)C)(=O)[O-]